6-bromo-3,5-dimethyl-[1,2,4]triazolo[4,3-a]pyridine BrC=1C=CC=2N(C1C)C(=NN2)C